FCSSC methyl (fluoromethyl) disulfide